ClC1=NN2C(N=CC3=C2C(C(C3C(=O)NC=3C=NC(=C(C3)Cl)N3N=CC=N3)O)(C)C)=C1 2-chloro-N-(5-chloro-6-(2H-1,2,3-triazol-2-yl)pyridin-3-yl)-7-hydroxy-8,8-dimethyl-7,8-dihydro-6H-cyclopenta[e]pyrazolo[1,5-a]pyrimidine-6-carboxamide